C(C)(C)(C)C=1N(C2=CC=C(C=C2C1)NC(=O)C1(CC1)C1=CC2=C(OC(O2)(F)F)C=C1)CC(CC#N)O N-(2-tert-Butyl-1-(3-cyano-2-hydroxypropyl)-1H-indol-5-yl)-1-(2,2-difluorobenzo[d][1,3]dioxol-5-yl)cyclopropanecarboxamide